C(#N)C1=C(C=CC=C1)OCCNC(=O)C=1C=C(C=CC1C)/C=C/C(=O)OCC ethyl E-3-(3-((2-(2-cyanophenyloxy)ethyl)carbamoyl)-4-methylphenyl)acrylate